valine tertiary Butyl ester C(C)(C)(C)OC([C@@H](N)C(C)C)=O